C1(CC1)N([C@H]1CN(CC1)C=1N=CC(=NC1)C(=O)OC)C methyl (R)-5-(3-(cyclopropyl(methyl)amino)pyrrolidin-1-yl)pyrazine-2-carboxylate